NC1=NC(=NC2=C1NC(N(C2)CC2=NC=C(C=C2)CN2CCCC2)=O)OCCCC 8-amino-6-butoxy-3-((5-(pyrrolidin-1-ylmethyl)pyridin-2-yl)methyl)-3,4-dihydropyrimido[5,4-d]pyrimidin-2(1H)-one